ClC1=NSC(=N1)N[C@@H]1[C@H]([C@H]([C@H](O[C@H]1OC)CO)O)O (2R,3R,4R,5R,6R)-5-((3-chloro-1,2,4-thiadiazol-5-yl)amino)-2-(hydroxymethyl)-6-methoxytetrahydro-2H-pyran-3,4-diol